N-((3R,4S)-4-((6-(2,6-dichloro-3,5-dimethoxyphenyl)-8-(((tetrahydrofuran-3-yl)methyl)amino)pyrido[3,4-d]pyrimidin-2-yl)amino)tetrahydrofuran-3-yl)acrylamide ClC1=C(C(=C(C=C1OC)OC)Cl)C1=CC2=C(N=C(N=C2)N[C@H]2[C@H](COC2)NC(C=C)=O)C(=N1)NCC1COCC1